(6-((2-methylthiazol-4-yl)methoxy)-3-oxoisoindolin-5-yl)benzonitrile CC=1SC=C(N1)COC1=C(C=C2C(NCC2=C1)=O)C1=C(C#N)C=CC=C1